C1(CC1)CC=1N=NN(N1)CC1=C(N=NN1C)C1=CC=C(C(=N1)CC)O[C@@H]1C[C@H](CCC1)C(=O)O (1S,3S)-3-{[6-(5-{[5-(cyclopropyl-methyl)-2H-1,2,3,4-tetrazol-2-yl]methyl}-1-methyl-1H-1,2,3-triazol-4-yl)-2-ethylpyridin-3-yl]oxy}cyclohexane-1-carboxylic acid